2-[2-hydroxy-4-(2-hydroxypyridin-4-yl)phenyl]-7-(1,2,3,6-tetrahydropyridin-4-yl)-4H-pyrido[1,2-a]pyrimidin-4-one trifluoroacetate FC(C(=O)O)(F)F.OC1=C(C=CC(=C1)C1=CC(=NC=C1)O)C=1N=C2N(C(C1)=O)C=C(C=C2)C=2CCNCC2